5,5-dimethyl-4-azaspiro[2.5]octan-7-ol CC1(NC2(CC2)CC(C1)O)C